2-{[8-(1-methyl-1H-indazol-6-yl)-3-oxo-1H,2H,3H-benzo[e]isoindol-2-yl]methyl}prop-2-enamide CN1N=CC2=CC=C(C=C12)C=1C=CC2=C(C=3CN(C(C3C=C2)=O)CC(C(=O)N)=C)C1